FC1=CC=C2C(=NC(=NC2=C1OC)O)O 7-fluoro-8-methoxyquinazoline-2,4-diol